ClC1=CC=C(CNC(=O)NC2CC3(CN(C3)C(C3=CC(=CC=C3)C(C)C)=O)C2)C=C1 1-(4-chlorobenzyl)-3-(2-(3-isopropylbenzoyl)-2-azaspiro[3.3]hept-6-yl)urea